FC1(CC(C1)N1CCC(CC1)NC)F 1-(3,3-difluorocyclobutyl)-N-methylpiperidin-4-amine